C(C1=CC=CC=C1)OCC[C@H]1[C@@H](C1)C(=O)OCC (1R,2S)-ethyl 2-(2-(benzyloxy)ethyl)cyclopropanecarboxylate